CC[C@H](C)[C@@H](C(=O)NCC(=O)N[C@@H](CC1=CC=CC=C1)C(=O)N[C@@H](CCC(=O)O)C(=O)N[C@@H](C(C)C)C(=O)N[C@@H](CCC(=O)N)C(=O)N[C@@H](CCC(=O)O)C(=O)N[C@@H](CCC(=O)O)C(=O)O)NC(=O)[C@H]([C@@H](C)O)NC(=O)[C@H](C)NC(=O)[C@H](CCCCNC(=O)C2=C(C=CC(=C2)C(F)(F)F)C(F)(F)F)NC(=O)[C@H](CC(=O)O)NC(=O)C The molecule is a mimotope of the pyruvate dehydrogenase E2 component (PDC-E2) comprising a 2,5-bis(trifluoromethyl)benzoyl group linked to the lipoated PDC-E2 core dodecapeptide (DKATIGFEVQEE) at N-6 of lysine. It has a role as a mimotope. It is a polypeptide and a lipopeptide.